3-myristylthiopropionic acid C(CCCCCCCCCCCCC)CCC(=S)O